ClC(Cl)C1=NOC=N1 (dichloromethyl)-1,2,4-oxadiazol